CC1=C(C=NN1CC(F)(F)F)CN1CC2(CN(C2)C(=O)N2CC3(C2)CC(C3)N3N=C(N=C3)C(F)(F)F)C1 [6-[[5-methyl-1-(2,2,2-trifluoroethyl)pyrazol-4-yl]methyl]-2,6-diazaspiro[3.3]heptan-2-yl]-[6-[3-(trifluoromethyl)-1,2,4-triazol-1-yl]-2-azaspiro[3.3]heptan-2-yl]methanone